ClC1=C(C=CC=C1)[C@H](C)N1C(=NC2=C1C=C(C(=C2)F)F)N2C[C@H]([C@@H](CC2)F)N (3R,4R)-1-(1-((1S)-1-(2-chlorophenyl)ethyl)-5,6-difluoro-1H-benzimidazol-2-yl)-4-fluoro-3-piperidinamine